((6-(piperidin-4-yl)pyridin-2-yl)oxylmethyl)benzonitrile N1CCC(CC1)C1=CC=CC(=N1)OCC1=C(C#N)C=CC=C1